ClC1=CC(=C(C=N1)NC(=O)C1(CN(C1)C(=O)NCCC(=O)O)C1=C(C=CC=C1)C(C)C)OC 3-(3-((6-chloro-4-methoxypyridin-3-yl)carbamoyl)-3-(2-isopropylphenyl)azetidine-1-carboxamido)propionic acid